1-allyl-3-ethylimidazole chloride salt [Cl-].C(C=C)N1CN(C=C1)CC